6-(1,2-bis(2-chloroacetyl)hydrazineyl)hexanoic acid ClCC(=O)N(NC(CCl)=O)CCCCCC(=O)O